Benzyl (3S)-3-(azidomethyl)-3,4-dihydroisoquinoline-2(1H)-carboxylate N(=[N+]=[N-])C[C@H]1N(CC2=CC=CC=C2C1)C(=O)OCC1=CC=CC=C1